NC1CC(C1)OC1=CC=C(C=C1)C1(CCCC1)C1=CC=C(OC2=CC=CN=N2)C=C1 6-(4-(1-(4-((1r,3r)-3-aminocyclobutoxy)phenyl)cyclopentyl)phenoxy)pyridazine